2-amino-N-(2-(3,5-dimethoxyphenoxy)phenyl)acetamide NCC(=O)NC1=C(C=CC=C1)OC1=CC(=CC(=C1)OC)OC